(E)-1-(3-(4-fluorophenyl)allyl)-4-oxo-3-phenyl-4H-pyrido[1,2-a]pyrimidin-1-ium-2-ol FC1=CC=C(C=C1)/C=C/C[N+]1=C2N(C(C(=C1O)C1=CC=CC=C1)=O)C=CC=C2